(2-(oxazol-2-ylmethoxy)pyridin-4-yl)methanamine O1C(=NC=C1)COC1=NC=CC(=C1)CN